(4S,5S)-3-(benzyloxy)-4-ethyl-5-(hydroxymethyl)pyrrolidin-2-one C(C1=CC=CC=C1)OC1C(N[C@@H]([C@@H]1CC)CO)=O